Cl.NCCCCCCCCC1=CC2=C(N(C(N2C)=O)C2C(NC(CC2)=O)=O)C=C1 3-[5-(8-Aminooctyl)-3-methyl-2-oxo-1,3-benzodiazol-1-yl]piperidine-2,6-dione hydrochloride